7-(Cyclopentyloxy)-N-(1-methyl-1H-pyrazol-3-yl)-2-((1R,4S)-1-methyl-2-oxabicyclo[2.2.1]hept-4-yl)imidazo[1,2-a]pyridine-6-carboxamide C1(CCCC1)OC1=CC=2N(C=C1C(=O)NC1=NN(C=C1)C)C=C(N2)[C@]21CO[C@](CC2)(C1)C